C(C=C)(=O)N1CCN(CC1)C1=C(C(=NC2=C(C(=C(C=C12)Cl)C1=CC=C(C2=C1N=C(S2)N)F)F)C2=CC(=CC=C2)CN(C)C)C#N 4-(4-Acryloylpiperazin-1-yl)-7-(2-amino-7-fluorobenzo[d]thiazol-4-yl)-6-chloro-2-(3-((dimethyl-Amino)methyl)phenyl)-8-fluoroquinoline-3-carbonitrile